CC1=NOC(=C1C1=CSC2=C1N=CN=C2N[C@H](CN2CCN(CC2)S(=O)(=O)C=2SC(=CC2)C2=CC(=NO2)C)C)C 7-(3,5-dimethyl-1,2-oxazol-4-yl)-N-[(2S)-1-(4-{[5-(3-methyl-1,2-oxazol-5-yl)thiophen-2-yl]sulfonyl}piperazin-1-yl)propan-2-yl]thieno[3,2-d]pyrimidin-4-amine